N1C(=CC2=CC=CC=C12)[C@](N)(C)C(=O)O alpha-indolylalanine